1-ethyl-5-(hydroxymethyl)pyrrolidin-2-one C(C)N1C(CCC1CO)=O